5-(tert-butyl)-N-(4-(3-(4-(cyclobut-1-ene-1-carbonyl)piperazin-1-yl)pyridin-4-yl)-2-methylbenzyl)-1,2,4-oxadiazole-3-carboxamide C(C)(C)(C)C1=NC(=NO1)C(=O)NCC1=C(C=C(C=C1)C1=C(C=NC=C1)N1CCN(CC1)C(=O)C1=CCC1)C